CN(CC=CC(=O)N1CC(C1)C(=O)NC)C 1-(4-(dimethylamino)but-2-enoyl)-N-methylazetidine-3-carboxamide